24-[(3,5-difluorophenyl)(hydroxy)methyl]-5α-cholane-3β,4β-diol FC=1C=C(C=C(C1)F)C(CCC[C@@H](C)[C@H]1CC[C@H]2[C@@H]3CC[C@H]4[C@H]([C@H](CC[C@]4(C)[C@H]3CC[C@]12C)O)O)O